dicholine isophthalate C(C1=CC(C(=O)[O-])=CC=C1)(=O)[O-].OCC[N+](C)(C)C.OCC[N+](C)(C)C